(2R,3S)-2-(3-(7-(2-fluorophenyl)-1H-benzo[d]imidazol-1-yl)propyl)piperidin-3-ol FC1=C(C=CC=C1)C1=CC=CC2=C1N(C=N2)CCC[C@H]2NCCC[C@@H]2O